N-(1-butyrylpiperidin-4-yl)-4-((6-methylpyrimidin-4-yl)amino)naphthalene-1-sulfonamide C(CCC)(=O)N1CCC(CC1)NS(=O)(=O)C1=CC=C(C2=CC=CC=C12)NC1=NC=NC(=C1)C